8-methyl-7-oxo-5,6,7,8-tetrahydropyrimido[5,4-c]pyrrolo[3,2-e]azepin CN1C=CC=2C3=C(CNC(C21)=O)C=NC=N3